ClC1=C(C(=O)NC=2C(=C(C(=CC2)F)NC(=O)C2=CC=NS2)F)C=C(C=C1)NC(=O)[C@@H]1C([C@H]1C1=CC(=C(C=C1)Cl)Cl)(Cl)Cl N-(3-(2-chloro-5-((1R,3R)-2,2-dichloro-3-(3,4-dichlorophenyl)cyclopropane-1-carboxamido)benzamido)-2,6-difluorophenyl)isothiazole-5-carboxamide